5-(aminomethyl)-3,3-difluoro-pyrrolidin-2-one NCC1CC(C(N1)=O)(F)F